C(C(=C)C)(=O)OCCOCCOCC diethylene glycol monoethyl ether methacrylate